[Cl-].[Cl-].FC(C=1C=C(C=CC1)C(=[Zr+2](C1=C(C=CC=2C3=CC=C(C=C3CC12)C(C)(C)C)C(C)(C)C)C1C=CC=C1)C1=CC(=CC=C1)C(F)(F)F)(F)F di(m-trifluoromethyl-phenyl)methylene(cyclopentadienyl)(2,7-ditert-butylfluorenyl)zirconium dichloride